[N+](=O)([O-])C1=C(C=CC=C1)S(=O)(=O)NCCNC(OC(C)(C)C)=O tert-butyl (2-((2-nitrophenyl)sulfonamido)ethyl)carbamate